5-methoxy-7-[5-(5-methoxy-3-pyridinyl)benzimidazol-1-yl]-2,3-dihydro-1,3-benzoxazin-4-one COC1=CC(=CC2=C1C(NCO2)=O)N2C=NC1=C2C=CC(=C1)C=1C=NC=C(C1)OC